toluoylphenylalanine C=1(C(=CC=CC1)C(=O)N[C@@H](CC1=CC=CC=C1)C(=O)O)C